nickel (II) (bipyridine) N1=C(C=CC=C1)C1=NC=CC=C1.[Ni+2]